tert-butyl (3-(9-(4-methoxyphenyl)-7-(6-methyl-1,2,4,5-tetrazin-3-yl)-3-oxo-1,3-dihydro-2H-pyrrolo[3,4-b]indolizin-2-yl)propyl)carbamate COC1=CC=C(C=C1)C=1C2=C(N3C=CC(=CC13)C=1N=NC(=NN1)C)C(N(C2)CCCNC(OC(C)(C)C)=O)=O